3-Amino-6-cyclopropyl-4-(3-hydroxyphenyl)-1H-quinolin-2-one NC=1C(NC2=CC=C(C=C2C1C1=CC(=CC=C1)O)C1CC1)=O